C(#N)C=1C=CC(=C(C1)NS(=O)(=O)C=1C=C(C(=O)OC)C=CC1C1CC1)N1CCCCC1 methyl 3-(N-(5-cyano-2-(piperidin-1-yl) phenyl) sulfamoyl)-4-cyclopropylbenzoate